OC1=C(C=CC(=C1)C(F)(F)F)N1C(N(C(C1CO)C#N)C1=CN=CC2=CC=CC=C12)=O 1-(2-Hydroxy-4-(trifluoromethyl)phenyl)-5-(hydroxymethyl)-3-(isoquinolin-4-yl)-2-oxoimidazolidine-4-carbonitrile